(Ra)-6-(4-Fluoro-1-((4'-(oxetan-3-yloxy)-[1,1'-biphenyl]-4-yl)methyl)-1H-indol-7-carboxamido)spiro[3.3]heptan FC1=C2C=CN(C2=C(C=C1)C(=O)NC1CC2(CCC2)C1)CC1=CC=C(C=C1)C1=CC=C(C=C1)OC1COC1